CC1=C(C#N)C=CC=C1[C@@H](C)NC1=C2C(=C(N=N1)C)C=NC(=C2)N2CCOCC2 (R)-2-Methyl-3-(1-((4-methyl-7-morpholinopyrido-[3,4-d]pyridazin-1-yl)amino)ethyl)benzonitrile